C(C)OC1=CN=CC(=N1)N1C=NC(=C1)C(=O)N1[C@H](CCC1)C=1C=C(C=CC1)NS(=O)(=O)C(F)F (R)-N-(3-(1-(1-(6-ethoxypyrazin-2-yl)-1H-imidazole-4-carbonyl)pyrrolidin-2-yl)phenyl)-1,1-difluoromethanesulfonamide